1H-indazole-1-carboxylic acid 1,1-dimethylethyl ester CC(C)(C)OC(=O)N1N=CC2=CC=CC=C12